C(CCC)[Si](OC(C)C)(OC(C)C)CCCC di-n-butyldiisopropyloxysilane